methyl-(m-tolyl)carbamoyl fluoride CN(C(=O)F)C=1C=C(C=CC1)C